(4S)-4-hydroxy-2-oxoglutarate O[C@@H](CC(C(=O)[O-])=O)C(=O)[O-]